α,α-diethoxyacetophenone C(C)OC(C(=O)C1=CC=CC=C1)OCC